(S)-(1-(4-(4-cyano-2,6-dimethylphenoxy)-2-((4-cyanophenyl)amino)-7,8-dihydropyrido[4,3-d]pyrimidin-6(5H)-yl)-4-methyl-1-oxopentan-2-yl)carbamic acid C(#N)C1=CC(=C(OC=2C3=C(N=C(N2)NC2=CC=C(C=C2)C#N)CCN(C3)C([C@H](CC(C)C)NC(O)=O)=O)C(=C1)C)C